N-(2-((2-(3-benzoylphenyl)propanoyl)oxy)ethyl)-2-((2,6-dimethylphenyl)amino)-N,N-diethyl-2-oxoethan-1-aminium C(C1=CC=CC=C1)(=O)C=1C=C(C=CC1)C(C(=O)OCC[N+](CC(=O)NC1=C(C=CC=C1C)C)(CC)CC)C